(R,Z)-3-(4-chlorophenyl)-N'-((2,4-difluorophenyl)sulfonyl)-4-phenyl-N-(2-sulfamoylethyl)-4,5-dihydro-1H-pyrazole-1-carboximidamide ClC1=CC=C(C=C1)C1=NN(C[C@H]1C1=CC=CC=C1)\C(\NCCS(N)(=O)=O)=N/S(=O)(=O)C1=C(C=C(C=C1)F)F